C(C)C1=CNC2=NC=C(C=C21)C=2C=C(C=CC2CNC)N2C(CN(CC2)C(=O)OC(C)(C)C)=O tert-butyl 4-(3-(3-ethyl-1H-pyrrolo[2,3-b]pyridin-5-yl)-4-((methylamino) methyl) phenyl)-3-oxopiperazine-1-carboxylate